3-(((4,4-bis(octyloxy)butanoyl)oxy)methyl)-5-(((4-(((2-(pyrrolidin-1-yl)ethyl)carbamoyl)oxy)decanoyl)oxy)methyl)benzyl nonyl adipate C(CCCCC(=O)OCCCCCCCCC)(=O)OCC1=CC(=CC(=C1)COC(CCC(CCCCCC)OC(NCCN1CCCC1)=O)=O)COC(CCC(OCCCCCCCC)OCCCCCCCC)=O